ClC1=C2C(=NC=C1)NC=C2C(=O)C2=C(C=C(C=C2)OC2=CC=CC=C2)C (4-chloro-1H-pyrrolo[2,3-b]pyridin-3-yl)(2-methyl-4-phenoxyphenyl)methanone